FC=1C=CC=C2C(=CNC12)C1C(N(C(C1)=O)C)=O 3-(7-Fluoro-1H-indol-3-yl)-1-methylpyrrolidine-2,5-dione